FC(C(=O)O)(F)F.NC1=NC=NN2C1=NC=C2C=2C=C1CN(C(C1=CC2)=O)CC 5-(4-Aminoimidazo[2,1-f][1,2,4]triazin-7-yl)-2-ethylisoindolin-1-one trifluoroacetate salt